S1C=C(C=C1)C1=CNC2=NC=C(C=C21)C=2C=C(C(=O)N)C=CC2 3-(3-(thiophen-3-yl)-1H-pyrrolo[2,3-b]pyridin-5-yl)benzamide